C1(=CC=CC=C1)N(C1=CC=C(C=C1)C(CC(C(F)(F)F)=O)=O)C1=CC=CC=C1 1-[4-(diphenylamino)phenyl]-4,4,4-trifluorobutane-1,3-dione